ClC=1N(N=C2C=CC(=C(C12)Cl)C1=NNC=C1C#N)C 3-(3,4-dichloro-2-methyl-2H-indazol-5-yl)-4-cyano-1H-pyrazole